ClC1=CC(=C(C=C1Cl)C(C1=CC=NC=C1)NC(=O)C1CN(C1)C(=O)OCCCC)O butyl 3-[[(4,5-dichloro-2-hydroxyphenyl)(pyridin-4-yl)methyl]carbamoyl]azetidine-1-carboxylate